tert-butyl (2S,4S)-4-(7-bromo-6-fluoro-8-methyl-4-(((S)-1-methylpyrrolidin-2-yl)methoxy)-1H-[1,2,3]triazolo[4,5-c]quinolin-1-yl)-2-(cyanomethyl)piperidine-1-carboxylate BrC=1C(=CC=2C3=C(C(=NC2C1F)OC[C@H]1N(CCC1)C)N=NN3[C@@H]3C[C@H](N(CC3)C(=O)OC(C)(C)C)CC#N)C